[1-(dimethylamino)-2-propenyl]lithium CN(C(C=C)[Li])C